salicylic acid (4-isopropylbenzyl) ester C(C)(C)C1=CC=C(COC(C=2C(O)=CC=CC2)=O)C=C1